(S)-N-(4-(2H-tetrazol-5-yl)phenyl)-2-amino-2-phenylacetamide hydrochloride Cl.N=1NN=NC1C1=CC=C(C=C1)NC([C@H](C1=CC=CC=C1)N)=O